FC1=C(C=CC(=C1)NC(=O)OCC)N1CCN(CC1)C(=O)OC(C)(C)C 1-{2-fluoro-4-[(ethoxycarbonyl)amino]phenyl}-4-N-Boc-piperazine